4-isopropoxy-N-methyl-N-(4-(1-(2,2,2-trifluoroethyl)-1H-pyrazol-4-yl)quinolin-8-yl)benzamide C(C)(C)OC1=CC=C(C(=O)N(C=2C=CC=C3C(=CC=NC23)C=2C=NN(C2)CC(F)(F)F)C)C=C1